2-[4-[(8-hydroxy-5-quinolyl)sulfonyl]piperazin-1-yl]benzonitrile OC=1C=CC(=C2C=CC=NC12)S(=O)(=O)N1CCN(CC1)C1=C(C#N)C=CC=C1